FC1=C(C=CC(=C1)F)C1=NN=C(S1)C(=O)N1[C@@H](C2=C([C@@H](C1)C=1C=NN(C1)C)C=CS2)C [5-(2,4-difluorophenyl)-1,3,4-thiadiazol-2-yl]-[(4S,7R)-7-methyl-4-(1-methylpyrazol-4-yl)-5,7-dihydro-4H-thieno[2,3-c]pyridin-6-yl]methanone